(4-(3-ethyl-2-(2-methylpyridin-4-yl)-1H-indol-5-yl)piperidin-1-yl)(piperidin-3-yl)methanone C(C)C1=C(NC2=CC=C(C=C12)C1CCN(CC1)C(=O)C1CNCCC1)C1=CC(=NC=C1)C